1-(naphthalen-1-yl)cyclopropane-1-carboxylic acid C1(=CC=CC2=CC=CC=C12)C1(CC1)C(=O)O